C1=CC=CC2=C1C(=CCCC2)C=2C=C(O[C@H]1CN(CC1)CCCF)C=CC2 (R)-3-(3-(6,7-dihydro-5H-benzo[7]annulen-9-yl)phenoxy)-1-(3-fluoropropyl)pyrrolidine